FC(C1=CC=CC(=N1)NC(=O)C=1C(=CC=2N(C1)C=C(N2)C21COC(C2)(C1)C)OC(C(F)(F)F)C)F N-(6-(difluoromethyl)pyridin-2-yl)-2-(1-methyl-2-oxabicyclo[2.1.1]hexan-4-yl)-7-((1,1,1-trifluoropropan-2-yl)oxy)imidazo[1,2-a]pyridine-6-carboxamide